C([C@@H]1[C@H]([C@H]([C@@H](O1)NC2=C(C(=O)NC(=N2)N)NC=O)O)O)OP(=O)(O)O The molecule is the 5-N-formyl derivative of 2,5-diamino-6-ribosylamino-4(3H)-pyrimidinone 5'-phosphate. It is a ribose monophosphate, a N-glycosyl compound, a pyrimidone, an aminopyrimidine and a formamidopyrimidine. It is a conjugate acid of a 2-amino-5-formylamino-6-(1-D-ribosylamino)pyrimidin-4(3H)-one 5'-phosphate(2-).